BrC1=NC(=CC2=C1C=NN2C)C(=O)NCC2=CC(=C(C=C2)C)C 4-bromo-N-[(3,4-dimethylphenyl)methyl]-1-methyl-1H-pyrazolo[4,3-c]pyridine-6-carboxamide